C(C)N1C(=NN(C1=O)C=1C=C2C(=CN(C(C2=CC1F)=O)C=1C(=NC=CC1)OC)C(C)C)CO 6-(4-ethyl-3-(hydroxymethyl)-5-oxo-4,5-dihydro-1H-1,2,4-triazol-1-yl)-7-fluoro-4-isopropyl-2-(2-methoxypyridin-3-yl)isoquinolin-1(2H)-one